butyl-1,2-dimethyl-1H-imidazol-3-ium C(CCC)[N+]1=C(N(C=C1)C)C